stearamide disodium [Na].[Na].C(CCCCCCCCCCCCCCCCC)(=O)N